Cl.Cl.C(C)OC(=O)C1NCCNC1 piperazine-2-carboxylic acid ethyl ester dihydrochloride